O=C(CC1=NSC(=N1)NC(=O)C=1OC=C(C1)C1=CC(=CC=C1)OC(F)(F)F)C N-(3-(2-oxopropyl)-1,2,4-thiadiazol-5-yl)-4-(3-(trifluoromethoxy)phenyl)furan-2-carboxamide